The molecule is a member of the class of biindoles that is indirubin in which the keto group at position 3' has undergone condensation with hydroxylamine to form the corresponding oxime. It has a role as an EC 2.7.11.22 (cyclin-dependent kinase) inhibitor, an EC 2.7.11.1 (non-specific serine/threonine protein kinase) inhibitor, an osteogenesis regulator, a neuroprotective agent and an anti-obesity agent. It is a member of oxindoles, a bisindole, a ring assembly, a ketoxime and an alkaloid. C1=CC=C2C(=C1)C(=C(N2)O)C3=C(C4=CC=CC=C4N3)N=O